C(C)(C)(C)C1=CC=C(C=C1)C1C(CCC1)O 2-(4-(tert-butyl)phenyl)cyclopentane-1-ol